Cl.N[C@@H](CO)C1=CC=2C=NC=CC2N1S(=O)(=O)C1=CC=CC=C1 (R)-2-amino-2-(1-(phenylsulfonyl)-1H-pyrrolo[3,2-c]pyridin-2-yl)ethan-1-ol hydrochloride